C1(=CC=CC=C1)CCOC(C1=CC=CC=C1)=O benzoic acid beta-phenylethyl ester